O1CCN(CC1)CCOC(=O)OC(C(=O)OCCCCCCCC(OC(CCCCCC)CCCCCCCC)=O)CCC(=O)OCCCCCCCC(OC(CCCCCC)CCCCCCCC)=O bis(8-oxo-8-(pentadecan-7-yloxy)octyl) 2-(((2-morpholinoethoxy)carbonyl)oxy)pentanedioate